CC1=C(C=NC=2OCCNC21)C2=CC=C1C=NC(=NC1=C2)NC2=NN1CCN(C(CC1=C2)=O)C(C)C 2-{[7-(8-methyl-2,3-dihydro-1H-pyrido[2,3-b][1,4]oxazin-7-yl)quinazolin-2-yl]amino}-6-(propan-2-yl)-7,8-dihydro-4H-pyrazolo[1,5-d][1,4]diazepin-5(6H)-one